C(=O)(OC(C)(C)C)N1C[C@H](CC1)N1N=C(C2=C1C(NN=C2N)=O)C2=CC1=C(S2)C(=CC(=C1)C)OC (S)-1-(N-boc-pyrrolidin-3-yl)-4-amino-3-(7-methoxy-5-methylbenzo[b]thiophene-2-yl)-1,6-dihydro-7H-pyrazolo[3,4-d]pyridazin-7-one